(1-(tert-butoxycarbonyl)-2-methyl-1H-imidazol-5-yl)boric acid C(C)(C)(C)OC(=O)N1C(=NC=C1OB(O)O)C